4-bromo-2-((4-(2-(5-chloropyridin-2-yl)-2-methylbenzo[d][1,3]dioxol-4-yl)piperidin-1-yl)methyl)-1-((R)-oxetan-2-ylmethyl)-1H-benzo[d]imidazole-6-carboxylic acid BrC1=CC(=CC=2N(C(=NC21)CN2CCC(CC2)C2=CC=CC=1OC(OC12)(C)C1=NC=C(C=C1)Cl)C[C@@H]1OCC1)C(=O)O